8-fluoro-4-hydroxy-3-methyl-6-(3-(4-(pyrrolidin-1-yl)phenyl)-1,2,4-thiadiazole-5-yl)-3,4-dihydro-2H-benzo[e][1,3]Oxazin-2-one FC1=CC(=CC=2C(N(C(OC21)=O)C)O)C2=NC(=NS2)C2=CC=C(C=C2)N2CCCC2